1-cyclopropyl-4-(tetramethyl-1,3,2-dioxaborolan-2-yl)-1H-pyrazole C1(CC1)N1N=CC(=C1)B1OC(C(O1)(C)C)(C)C